C(CCCCCCCCCCCCCCCCCCCCC)(=O)[O-].[Ba+2].C(CCCCCCCCCCCCCCCCCCCCC)(=O)[O-].[Sr+2] strontium behenate barium behenate